ClC1=C(C=C(C(=O)N(C)[C@H](C)C2=CNC(C3=CC(=C(C=C23)F)F)=O)C=C1)F (R)-4-Chloro-N-(1-(6,7-difluoro-1-oxo-1,2-dihydroisoquinolin-4-yl)ethyl)-3-fluoro-N-methylbenzamide